N-(4-bromo-3-(pyridin-4-yl)-1H-pyrazol-5-yl)-3-(4-chlorophenyl)propanamide BrC=1C(=NNC1NC(CCC1=CC=C(C=C1)Cl)=O)C1=CC=NC=C1